OC=1C(C=CC(=CC1)C1=NC=NC=C1)=O 2-hydroxy-5-(pyrimidin-4-yl)cyclohepta-2,4,6-trien-1-one